((6-Chloro-4-((2-methoxy-3-(1-(tetrahydro-2H-pyran-2-yl)-1H-1,2,4-triazol-3-yl)phenyl)amino)pyridazine-3-carbonyl)oxy)zinc ClC1=CC(=C(N=N1)C(=O)O[Zn])NC1=C(C(=CC=C1)C1=NN(C=N1)C1OCCCC1)OC